C1(CC1)C1=C(C(=NO1)C1=C(C=NC=C1Cl)Cl)/C=C/C12COC(CC1)(CC2)C2=NC(=NO2)C=2C=CC(=C(C(=O)O)C2)OC (E)-5-(5-(4-(2-(5-cyclopropyl-3-(3,5-dichloropyridin-4-yl)isoxazol-4-yl)vinyl)-2-oxabicyclo[2.2.2]oct-1-yl)-1,2,4-oxadiazol-3-yl)-2-methoxybenzoic acid